C(C)N1[C@H]([C@@H](CC1)C1=CC=2C(=NC=CC2NC=2C=CC3=C(N=CS3)C2F)S1)C N-(2-((2S,3R)-1-ethyl-2-methylpyrrolidin-3-yl)thieno[2,3-b]pyridin-4-yl)-4-fluorobenzo[d]thiazol-5-amine